11,11-difluoro-9,13-dioxa-4,5,18,19-tetraazatetracyclo[12.5.2.12,5.017,20]docosa-1(19),2(22),3,14(21),15,17(20)-hexaene FC1(COCCCN2N=CC(C3=NNC=4C=CC(OC1)=CC34)=C2)F